C(N)(=O)C1=CC=C(C=C1)C=1C(=CC(=C2C(C=C(OC12)C1=CC=C(C=C1)O)=O)OC)OC 8-(4-(carbamoyl)phenyl)-2-(4-hydroxyphenyl)-5,7-dimethoxy-4H-chromen-4-one